CCOC(=O)[C@@]1(CCC=C[C@H]1NC)C2=CC=CC=C2 The molecule is a ethyl 2-(methylamino)-1-phenylcyclohex-3-ene-1-carboxylate that is dextilidine in which one of the methyl groups attached to the nitrogen is replaced by hydrogen. Dextilidine is a prodrug for (1S,2R)-nortilidine, being metabolised to it by the liver. It has a role as a drug metabolite and an opioid analgesic. It is an enantiomer of a (1R,2S)-nortilidine.